OC1(CC(C1)(F)F)C(=O)OCC1=CC=CC=C1 benzyl 1-hydroxy-3,3-difluorocyclobutane-1-carboxylate